(Z)-3-chloro-2-(4-fluorophenyl)-1-(2-chlorophenyl)propene ClC\C(=C/C1=C(C=CC=C1)Cl)\C1=CC=C(C=C1)F